2-(5-iodo-2-methylphenyl)-7-(methylsulfanyl)thiazolo[5,4-d]pyrimidine IC=1C=CC(=C(C1)C=1SC=2N=CN=C(C2N1)SC)C